(E)-2-((E)-(2-(2-methylpentan-2-yl)-4H-benzo[h]chromen-4-ylidene)methyl)-4-((2-(2-methylpentan-2-yl)benzo[h]Chromen-1-ium-4-yl) methyl)-3-oxocyclobut-1-en-1-olate CC(C)(CCC)C=1OC2=C3C(=CC=C2\C(\C1)=C\C1=C(C(C1=O)CC1=CC(=[O+]C2=C4C(=CC=C12)C=CC=C4)C(C)(CCC)C)[O-])C=CC=C3